COCCCCCN=C=O Methoxypentyl isocyanat